2-(phenylthio)ethylacrylic acid C1(=CC=CC=C1)SCCC(C(=O)O)=C